tert-butyl 7-(4-oxobutyl)-3,4-dihydro-1,8-naphthyridine-1(2H)-carboxylate tert-Butyl-7-(4-ethoxy-4-oxobutyl)-3,4-dihydro-1,8-naphthyridine-1(2H)-carboxylate C(C)(C)(C)OC(=O)N1CCCC2=CC=C(N=C12)CCCC(=O)OCC.O=CCCCC1=CC=C2CCCN(C2=N1)C(=O)OC(C)(C)C